O[C@@]1([C@@H](CC[C@H](C1)C)C(C)C)C(=O)NCC(CO)C1=CC=CC=C1 (1s,2s,5r)-1-hydroxy-N-(3-hydroxy-2-phenylpropyl)-2-isopropyl-5-methylcyclohexane-1-carboxamide